OC(CN1CCC(CC1)C=1C=C2C(=C(NC2=CC1)C=1C=C(C(N(C1C)C)=O)OC)C(C)C)(C)C 5-(5-(1-(2-hydroxy-2-methylpropyl)piperidin-4-yl)-3-isopropyl-1H-indol-2-yl)-3-methoxy-1,6-dimethylpyridin-2(1H)-one